methyl 4-[3-(4-methoxyphenyl)-1-oxoprop-2-enyl]-1,2,3,4-tetrahydroquinoxaline-6-carboxylate COC1=CC=C(C=C1)C=CC(=O)N1CCNC2=CC=C(C=C12)C(=O)OC